azoxin N1OC=CC=C1